C1(CC1)CN1C(N(C2=CC=CC=C2C1=O)CC1=CC=C(C(=O)NO)C=C1)=O 4-((3-(cyclopropylmethyl)-2,4-dioxo-3,4-dihydroquinazolin-1(2H)-yl)methyl)-N-hydroxybenzoamide